C1(CC1)C(C(C(=O)NC1=CC=C(C=C1)C=1C(=NNC1C)C)C1=NN=C(N1)C=1C=NC=CC1OC)C1CC1 3,3-dicyclopropyl-N-[4-(3,5-dimethyl-1H-pyrazol-4-yl)phenyl]-2-[5-(4-methoxy-3-pyridyl)-4H-1,2,4-triazol-3-yl]propanamide